(5'S,7a'R)-1-{4-[3-(difluoromethyl)azetidine-1-carbonyl]-5-fluoropyrimidin-2-yl}-5'-(3,5-difluorophenyl)tetrahydro-3'H-spiro[piperidine-4,2'-pyrrolo[2,1-b][1,3]oxazol]-3'-one FC(C1CN(C1)C(=O)C1=NC(=NC=C1F)N1CCC2(C(N3[C@H](O2)CC[C@H]3C3=CC(=CC(=C3)F)F)=O)CC1)F